2-(methylthio)thiazolo[4,5-d]pyrimidin-7(6H)-one CSC=1SC2=C(N=CNC2=O)N1